CNC=1C2=C(N=CN1)N(C=C2)C2C(C(C(C2)CS(=O)CCNCCC2=CC=CC=C2)O)O 3-(4-(methylamino)-7H-pyrrolo[2,3-d]pyrimidin-7-yl)-5-(((2-(phenethylamino)ethyl)sulfinyl)methyl)cyclopentane-1,2-diol